L-2,3,5,6-tetrahydro-6-phenylimidazothiazole C1(=CC=CC=C1)N1CNC=2NCSC21